FC1=C(C=CC=C1)NC=1C2=C(N=C(N1)C1=CC=NC=C1)C=NC=C2 N-(2-fluorophenyl)-2-(pyridin-4-yl)pyrido[3,4-d]pyrimidin-4-amine